(R)-N-((S)-[1,1'-biphenyl]-4-yl(2-((diphenylphosphanyl)methyl)-1-(phenyl-sulfonyl)-1H-indol-3-yl)methyl)-2-methylpropane-2-sulfinamide C1(=CC=C(C=C1)[C@H](N[S@](=O)C(C)(C)C)C1=C(N(C2=CC=CC=C12)S(=O)(=O)C1=CC=CC=C1)CP(C1=CC=CC=C1)C1=CC=CC=C1)C1=CC=CC=C1